2-ACRYLAMIDO-2-METHYLPROPANE C(C=C)(=O)NC(C)(C)C